CN1[C@H](CCC1)C1=CC=2C=NC=CC2N1COCC[Si](C)(C)C 2-[(2R)-1-methylpyrrolidin-2-yl]-1-{[2-(trimethylsilyl)ethoxy]methyl}pyrrolo[3,2-c]pyridin